(2S)-2-[[(3R)-3-hydroxypyrrolidine-1-carbonyl]amino]-4-[2-phenoxyethyl-[4-(5,6,7,8-tetrahydro-1,8-naphthyridin-2-yl)butyl]amino]butanoic acid O[C@H]1CN(CC1)C(=O)N[C@H](C(=O)O)CCN(CCCCC1=NC=2NCCCC2C=C1)CCOC1=CC=CC=C1